5-(3-Bromo-4-fluorophenoxy)-4-chloro-6-fluoro-1H-indole BrC=1C=C(OC=2C(=C3C=CNC3=CC2F)Cl)C=CC1F